FC(OC=1C=C(C=CC1)N1C(CC=2C1=NC=CC2)=O)F 1-(3-(difluoromethoxy)phenyl)-2-oxo-2,3-dihydro-1H-pyrrolo[2,3-b]Pyridine